(S)-7-(2-Cyclopropyl-benzyl)-5-(4'-difluoromethyl-2'-methoxy-3,4,5,6-tetrahydro-2H-[1,3']bipyridinyl-4-yl)-2,4-dimethyl-2,4,5,7-tetrahydro-pyrazolo[3,4-d]pyrimidin-6-on C1(CC1)C1=C(CN2C(N([C@H](C=3C2=NN(C3)C)C)C3CCN(CC3)C=3C(=NC=CC3C(F)F)OC)=O)C=CC=C1